Isobutyl acetate C(C)(=O)OCC(C)C